2α-hydroxy-25-methyl-5α-cholestan-6-one O[C@H]1CC[C@@H]2C(C[C@H]3[C@@H]4CC[C@H]([C@@H](CCCC(C)(C)C)C)[C@]4(CC[C@@H]3[C@]2(C1)C)C)=O